FC(C=1C(=C(C=CC1)[C@@H](C)NC1=CC=NC2=CC(=C(C=C12)C1(CCN(CC1)C(C)=O)OC)OC)F)F (R)-1-(4-(4-((1-(3-(difluoromethyl)-2-fluorophenyl)ethyl)amino)-7-methoxyquinolin-6-yl)-4-methoxypiperidin-1-yl)ethan-1-one